2-bromo-5-methyl-4,5,6,7-tetrahydropyrazolo[1,5-a]pyrimidine BrC1=NN2C(NC(CC2)C)=C1